N-(4-(6-(4-((6-methoxypyridin-3-yl)methyl)piperazin-1-yl)pyridin-3-yl)-6-(1-Methyl-1H-pyrazol-4-yl)pyrazolo[1,5-a]pyridin-3-yl)benzamide COC1=CC=C(C=N1)CN1CCN(CC1)C1=CC=C(C=N1)C=1C=2N(C=C(C1)C=1C=NN(C1)C)N=CC2NC(C2=CC=CC=C2)=O